C(C)(=O)C1=C(C=C(C=C1)Br)N1CCC2(CC2)CC1 1-acetyl-2-(6-azaspiro[2.5]oct-6-yl)-4-bromobenzene